tri(2-methoxyphenyl)phosphine oxide COC1=C(C=CC=C1)P(C1=C(C=CC=C1)OC)(C1=C(C=CC=C1)OC)=O